(1-(6-chloro-1-(3-(methylsulfonyl)phenyl)-1H-indazol-3-yl)ethyl)-3-ethyl-1H-pyrazolo[3,4-d]pyrimidin-4-amine ClC1=CC=C2C(=NN(C2=C1)C1=CC(=CC=C1)S(=O)(=O)C)C(C)N1N=C(C=2C1=NC=NC2N)CC